phosphorus chromium-nickel [Ni].[Cr].[P]